(3R)-4-[3-chloro-5-(methylsulfanyl)phenyl]-3-methylmorpholine ClC=1C=C(C=C(C1)SC)N1[C@@H](COCC1)C